OC=1C(NC2=CC=C(N=C2C1C(=O)N)CC(=O)NC1=CC=C(C=C1)O)=O 3-hydroxy-6-{2-[(4-hydroxyphenyl)amino]-2-oxoethyl}-2-oxo-1H-1,5-naphthyridine-4-carboxamide